[OH-].C(CCCC)[P+](CCCCC)(CCCCC)CCCCC tetrapentylphosphonium hydroxide